FC(OC1=CC=C(C=C1)N1N=C(N=C1)C1=CC=C(C=C1)O)(F)F 4-(1-(4-(trifluoromethoxy)phenyl)-1H-1,2,4-triazol-3-yl)phenol